OC12CCC(CC1)(CC2)NCCCCCCCSC2=C1CN(C(C1=CC=C2)=O)C2C(NC(CC2)=O)=O 3-(4-((7-((4-hydroxybicyclo[2.2.2]octan-1-yl)amino)heptyl)thio)-1-oxoisoindolin-2-yl)piperidine-2,6-dione